CC=1C(=C(C=C(C1)C(C)(C)C)C1=C(C(=O)[O-])C=CC(=C1)Cl)C1=C(C(=O)[O-])C=CC(=C1)Cl 3-methyl-5-tert-butyl-1,2-phenylenedi(4-chlorobenzoate)